FC1=C(CNC2=NC(=NC=C2C(=O)N)NC=2C=NN(C2)C(C)C)C(=CC=C1)OC 4-((2-fluoro-6-methoxybenzyl)amino)-2-((1-isopropyl-1H-pyrazol-4-yl)amino)pyrimidin-5-carboxamide